methyl 3-chloro-5-fluoro-4-formylbenzoate ClC=1C=C(C(=O)OC)C=C(C1C=O)F